copper-calcium carbonate C([O-])([O-])=O.[Ca+2].[Cu+2].C([O-])([O-])=O